FC(C(=O)O)(F)F.O1CCN(CC1)CCCCCC(=O)O 6-morpholinohexanoic acid trifluoroacetate